1-((1-(3-methoxypropyl)cyclohexyl)methyl)-1H-pyrazole COCCCC1(CCCCC1)CN1N=CC=C1